((5-fluoropyridin-2-yl)methoxy)-1-(5-methyl-2,3,4,5-tetrahydro-1H-pyrido[4,3-b]indol-7-yl-1,1-d2)pyridin-2(1H)-one FC=1C=CC(=NC1)COC=1C(N(C=CC1)C=1C=CC=2C3=C(N(C2C1)C)CCNC3([2H])[2H])=O